OC1(CC(C1)C(=O)N1CC2(C1)C[C@@H](CC2)C2=CC(=C(C=C2)OC)C)C |r| (rac)-((1s,3s)-3-Hydroxy-3-methylcyclobutyl)(6-(4-methoxy-3-methylphenyl)-2-azaspiro[3.4]octan-2-yl)methanone